C(C)(C)(C)OC(=O)N1C2CN(CC1CC2)C2=C1C(=NC=C2)NC(=N1)C1=CC(=NC=C1)C#N 3-(2-(2-Cyanopyridin-4-yl)-3H-imidazo[4,5-b]pyridin-7-yl)-3,8-diazabicyclo[3.2.1]octane-8-carboxylic acid tert-butyl ester